N-(5-((6-((R)-3-(3-chloro-4-fluorophenyl)isoxazolidine-2-yl)pyrimidine-4-yl)amino)-2-(4-cyclopropyl-piperazine-1-yl)-4-methoxy-phenyl)acrylamide ClC=1C=C(C=CC1F)[C@@H]1N(OCC1)C1=CC(=NC=N1)NC=1C(=CC(=C(C1)NC(C=C)=O)N1CCN(CC1)C1CC1)OC